7-chloro-8-fluoro-1H-1,6-naphthyridin-2-one ClC1=NC=C2C=CC(NC2=C1F)=O